FC=1C(=C(C=C(C1)F)C=1C=C2C(=NN1)NC[C@@H]1N2CCN(C1)C(=O)N1[C@@H](CNC[C@H]1C)C)O ((S)-2-(3,5-difluoro-2-hydroxyphenyl)-5,6,6a,7,9,10-hexahydro-8H-pyrazino[1',2':4,5]pyrazino[2,3-c]pyridazin-8-yl)((2R,6R)-2,6-dimethylpiperazin-1-yl)methanone